FC(CC(C(=O)NCC(F)(F)F)N1N=CC(=C1)[N+](=O)[O-])F 4,4-difluoro-2-(4-nitropyrazol-1-yl)-N-(2,2,2-trifluoroethyl)butanamide